CC1=CN=C(S1)C=1C=C(OC2CC3CCC(C2)N3C(=O)OC(C)(C)C)C=C(C1)C(N[C@H](C)C=1C=NC(=NC1)C(F)(F)F)=O tert-butyl (3-endo)-3-[3-(5-methyl-1,3-thiazol-2-yl)-5-({(1R)-1-[2-(trifluoromethyl)pyrimidin-5-yl]ethyl}carbamoyl) phenoxy]-8-azabicyclo[3.2.1]octane-8-carboxylate